C1(=CC=CC=C1)COC1=CC=C2C=CNC2=C1 6-phenylmethoxy-1H-indole